ClC1=CC=C(C(=N1)C(F)F)C=1C=C(C=2N(C1)C=C(N2)C)C 6-[6-chloro-2-(difluoromethyl)-3-pyridyl]-2,8-dimethyl-imidazo[1,2-a]pyridine